ethyl (3R)-6-(2-((2-(4-(furan-2-yl) phenyl)-5-(trifluoromethyl)-1H-imidazol-1-yl) methyl) phenoxy)-3-methylhexanoate O1C(=CC=C1)C1=CC=C(C=C1)C=1N(C(=CN1)C(F)(F)F)CC1=C(OCCC[C@H](CC(=O)OCC)C)C=CC=C1